ClCC1(CC=CC=C1)NC(=O)NC1=CC=CC=C1 1-(chloromethyl)phenyl-3-phenylurea